ClC=1C=C(C=CC1F)N(C(=O)[C@H]1N[C@@H](CC1)C)C (2S,5R)-N-(3-chloro-4-fluorophenyl)-N,5-dimethylpyrrolidine-2-carboxamide